2-butyloctyl 19-(didecylamino)-10,19-dioxononadecanoate C(CCCCCCCCC)N(C(CCCCCCCCC(CCCCCCCCC(=O)OCC(CCCCCC)CCCC)=O)=O)CCCCCCCCCC